2-((4-nitronaphthalen-1-yl)oxy)but-3-en-1-ol [N+](=O)([O-])C1=CC=C(C2=CC=CC=C12)OC(CO)C=C